methyl N-(pyridin-3-ylmethyl)-5-aminoindoline-6-carboxylate N1=CC(=CC=C1)CN1CCC2=CC(=C(C=C12)C(=O)OC)N